(3-hydroxypropyltriazolylmethyl)amin OCCCC(C=1N=NNC1)N